4-(chloromethyl)-3-(2-fluoro-3-((N-methylsulfamoyl) amino) benzyl)-5-methyl-2-oxo-2H-benzopyran-7-yl dimethylcarbamate CN(C(OC1=CC2=C(C(=C(C(O2)=O)CC2=C(C(=CC=C2)NS(NC)(=O)=O)F)CCl)C(=C1)C)=O)C